(4,5-dibromo-3-thienyl)propanoate BrC=1C(=CSC1Br)OC(CC)=O